(S)-6-(1-(3,3-difluoropyrrolidin-1-yl)ethyl)-2-(3-(3-((4-methyl-4H-1,2,4-triazol-3-yl)methyl)oxetan-3-yl)phenyl)-4-(trifluoromethyl)isoindolin-1-one FC1(CN(CC1)[C@@H](C)C1=CC(=C2CN(C(C2=C1)=O)C1=CC(=CC=C1)C1(COC1)CC1=NN=CN1C)C(F)(F)F)F